S(OC1=CC=C(C=C1)OCC1=CC=C(C=C1)C(NC=1C=NC=CC1)=O)(=O)(=O)F 4-((4-(pyridin-3-ylcarbamoyl)benzyl)oxy)phenyl sulfurofluoridate